N-(1'-(4-fluoro-3-(piperidin-1-ylsulfonyl)benzoyl)spiro[cyclohexane-1,3'-indolin]-5'-yl)methanesulfonamide FC1=C(C=C(C(=O)N2CC3(C4=CC(=CC=C24)NS(=O)(=O)C)CCCCC3)C=C1)S(=O)(=O)N1CCCCC1